5H-Pyrano[3,2-d]oxazole-6,7-diol N1=COC2=C1C(=C(CO2)O)O